N1C=C(C2=CC=CC=C12)C1=CC=C(C(=O)O)C=C1 4-(1H-indol-3-yl)benzoic Acid